C(C1=CC=CC=C1)OC(=O)NC=1SC=C(N1)C(=CCC)C(=O)O 4-(2-benzyloxycarbonylamino-4-thiazolyl)-4-carboxyl-3-buten